C(N)(OC(C(=O)NCCOC(=O)OC1=CC=C(C=C1)C(=C(C1(C(C(CC(=C1)OC([2H])([2H])[2H])(OC([2H])([2H])[2H])[2H])([2H])[2H])[2H])[2H])[2H])C(C)(C)C)=O Tert-butyl-(2-((2-(((4-(3,5-bis(methoxy-d3) styryl-d6) phenoxy) carbonyl) oxy) ethyl) amino)-2-oxoethyl) carbamate